(R)-methyl 2-((tert-butoxycarbonyl) amino)-4-oxobutanoate C(C)(C)(C)OC(=O)N[C@@H](C(=O)OC)CC=O